C(CC(=O)O)[C@@H](C(=O)O)NC(=O)N The molecule is a urea that is the N-carbamoyl derivative of L-glutamic acid. An orphan drug used to treat a deficiency in the enzyme N-acetylglutamate synthase, which leads to acute hyperammonaemia. It has a role as an orphan drug and a carbamylphosphate synthetase I activator. It is a N-acyl-L-glutamic acid and a member of ureas.